2-(5-bromo-2-fluorobenzyl)benzo[b]thiophene BrC=1C=CC(=C(CC2=CC3=C(S2)C=CC=C3)C1)F